COC1=CC=C(COC2=CC=C(C=C2)NC2=C(C=3N=C(C=NC3C=C2)N2CCOCC2)C#N)C=C1 6-((4-((4-methoxybenzyl)oxy)phenyl)amino)-3-morpholinoquinoxaline-5-carbonitrile